tetradec-9,12-dien-1-ylacetate C(CCCCCCCC=CCC=CC)CC(=O)[O-]